2-amino-2-pyrazolo[1,5-a]pyrazin-6-yl-acetonitrile NC(C#N)C=1N=CC=2N(C1)N=CC2